Fmoccarboxylic acid C(=O)(OCC1C2=CC=CC=C2C2=CC=CC=C12)C(=O)O